O1C2=C(OCC1)C=CC=C2 2,3-dihydro-benzo[b][1,4]dioxin